[B].[In].[Ti] titanium-indium-boron